Lead-silver-calcium [Ca].[Ag].[Pb]